C(C)(C)C1=C(C=CC=C1)[C@H]1N(C(CNC1)=O)C1CC2(C1)CCN(CC2)C(=O)OC(C)(C)C |o1:9| (R or S)-tert-butyl 2-(2-(2-isopropylphenyl)-6-oxopiperazin-1-yl)-7-azaspiro[3.5]nonane-7-carboxylate